methyl (R)-4-(2-(2-methoxy-2-oxoethyl)-1,2,3,4-tetrahydronaphthalen-2-yl)butanoate COC(C[C@]1(CC2=CC=CC=C2CC1)CCCC(=O)OC)=O